trifluoromethyl difluoropropyl ether FC(CCOC(F)(F)F)F